4-((2-butylhexyl)oxy)butan-1-ol C(CCC)C(COCCCCO)CCCC